4-Methyl-N-[4-(1-methyl-piperidin-4-yl)-2-trifluoromethyl-phenyl]-3-{4-[5-(1-methyl-1H-pyrazol-3-yl)-pyridin-3-yl]-pyrimidin-2-ylamino}-benzamide CC1=C(C=C(C(=O)NC2=C(C=C(C=C2)C2CCN(CC2)C)C(F)(F)F)C=C1)NC1=NC=CC(=N1)C=1C=NC=C(C1)C1=NN(C=C1)C